CC1=CC=C(C=C1)S(=O)(=O)N[C@@H](CCCCN)C(=O)C The molecule is a methyl ketone that is L-lysine with an alpha-amine hydrogen substituted with a 4-methylbenzenesulfonamide (tosyl) group and a methyl group replacing the hydroxy of the carboxylic acid. It has a role as a metabolite. It is a sulfonamide, a methyl ketone and a primary amine. It derives from a L-lysine.